(3aR,4R,7S,7aR)-Methyl-3-(pyridin-3-yl)-3a,4,5,6,7,7a-hexahydro-4,7-methylenebenzo[d]isoxazole-7a-carboxamide C[C@@]12C(=NO[C@@]1([C@H]1CC[C@@H]2C1)C(=O)N)C=1C=NC=CC1